1-(2-(3-((4-(Methylsulfonyl)-1H-indol-5-yl)oxy)phenyl)-1H-imidazol-5-yl)-1-phenylethan-1-ol CS(=O)(=O)C1=C2C=CNC2=CC=C1OC=1C=C(C=CC1)C=1NC(=CN1)C(C)(O)C1=CC=CC=C1